OCC[N+](C)(C)C.OCC[N+](C)(C)C Choline (2-hydroxy-N,N,N-trimethylethanaminium)